1-amino-3-(2-boronoethyl)cyclopentane-1-carboxylic acid NC1(CC(CC1)CCB(O)O)C(=O)O